CS(=O)(=O)NC1=CC=C(C=C1)S(=O)(=O)N 4-[(methylsulfonyl)amino]benzenesulfonamide